4-(4-(1H-indol-3-yl)furan-2-yl)-4-oxobutanoic acid (3-oxo-1,3-dihydroisobenzofuran-1-yl) ester O=C1OC(C2=CC=CC=C12)OC(CCC(=O)C=1OC=C(C1)C1=CNC2=CC=CC=C12)=O